C(C)(=O)[O-].[Dy+3].C(C)(=O)[O-].C(C)(=O)[O-] Dysprosium (III) Acetate